C1(CC1)C=1C=C(C=CC1)C1CCN(CC1)C1=C(C(N(C2=CC=CC=C12)C)=O)C#N 4-[4-(3-Cyclopropylphenyl)piperidin-1-yl]-1-methyl-2-oxo-1,2-dihydro-quinoline-3-carbonitrile